NC1=C2C(=NC=N1)N(N=C2C2=CC=C(C=C2)OC2=CC=CC=C2)C2CCN(CC2)C2CCN(CC2)CCN2CCN(CC2)C=2C=C1C(N(C(C1=CC2)=O)C2C(NC(CC2)=O)=O)=O 5-(4-(2-(4-(4-amino-3-(4-phenoxyphenyl)-1H-pyrazolo[3,4-d]pyrimidin-1-yl)-[1,4'-bipiperidin]-1'-yl)ethyl)piperazin-1-yl)-2-(2,6-dioxopiperidin-3-yl)isoindoline-1,3-dione